methyl 5-(4-chlorobenzyl)-8-isopropyl-6,9-dioxo-2,5,8-triazaspiro[3.5]-nonane-2-carboxylate ClC1=CC=C(CN2C3(CN(C3)C(=O)OC)C(N(CC2=O)C(C)C)=O)C=C1